C(=O)(O)CSCCN [2-(carboxylmethyl)thioethyl]amine